(R)-1-(benzo[d][1,3]dioxol-4-ylmethyl)-N-(5-benzyl-1,3,4-oxadiazol-2-yl)piperidine-2-carboxamide O1COC2=C1C=CC=C2CN2[C@H](CCCC2)C(=O)NC=2OC(=NN2)CC2=CC=CC=C2